Racemic-1-(2-cyanophenyl)ethyl 4-(6-(1-methyl-1H-pyrazol-4-yl)pyrazolo[1,5-a]pyridin-3-yl)piperazine-1-carboxylate CN1N=CC(=C1)C=1C=CC=2N(C1)N=CC2N2CCN(CC2)C(=O)O[C@H](C)C2=C(C=CC=C2)C#N |r|